5,6-diethyl-2-aminoindan C(C)C=1C=C2CC(CC2=CC1CC)N